O=[Mo+3] (oxo)Molybdenum(V)